CC1=C(NC(=C1)C)C=O 3,5-dimethyl-2-pyrrolaldehyde